FC1=CC=C2C(=CNC2=C1)C=1C=C(OC1)C(C(=O)O)CC=O (4-(6-fluoro-1H-indol-3-yl)furan-2-yl)-4-oxobutanoic acid